(5-(2-fluoro-6-methoxyphenyl)-1H-pyrazolo[3,4-c]pyridin-3-yl)-4-morpholinobenzamide FC1=C(C(=CC=C1)OC)C=1C=C2C(=CN1)NN=C2C2=C(C(=O)N)C=CC(=C2)N2CCOCC2